(S)-4-(4-propenoyl-2-methylpiperazin-1-yl)-7-(2,6-difluorophenyl)-6-fluoro-1-(2-isopropyl-4-(methylthio)pyridin-3-yl)pyrido[2,3-d]pyrimidin-2(1H)-one C(C=C)(=O)N1C[C@@H](N(CC1)C=1C2=C(N(C(N1)=O)C=1C(=NC=CC1SC)C(C)C)N=C(C(=C2)F)C2=C(C=CC=C2F)F)C